6-(cyclopropylmethyl)-1-methyl-1,6-dihydropyrrolo[2,3-c]Pyrazole-5-carbaldehyde C1(CC1)CN1C(=CC2=C1N(N=C2)C)C=O